N,N1-dimethyl-N2-(1-methyl-9-(1-methyl-1H-pyrazol-4-yl)-6,7-dihydro-5H-benzo[c][1,2,3]triazolo[1,5-a]azepin-7-yl)benzene-1,2-diamine CN(C=1C(=CC=CC1)NC1C2=C(C=3N(CC1)N=NC3C)C=CC(=C2)C=2C=NN(C2)C)C